N1(CCOCC1)C1=NC2=C(N=CC=C2C(=C1)CCOC(=O)N=S(=O)(C)C1=CC=CC=C1)C=1N(N=CC1)C1OCCCC1 (2-(Morpholin-4-yl)-8-[2-(tetrahydropyran-2-yl)-2H-pyrazol-3-yl]-[1,7]naphthyridine-4-yl)phenyl-N-ethoxycarbonyl-S-methylsulphoximide